((9-((2R,3R,5S)-3-acetoxy-5-(acetoxymethyl)tetrahydrofuran-2-yl)-2-amino-8-oxo-8,9-dihydro-7H-purin-7-yl)methyl)cyclopropane-1-carboxylic acid ethyl ester C(C)OC(=O)C1(CC1)CN1C(N(C2=NC(=NC=C12)N)[C@@H]1O[C@@H](C[C@H]1OC(C)=O)COC(C)=O)=O